3,3'-difluoro-4,4'-bipyridine FC=1C=NC=CC1C1=C(C=NC=C1)F